cyclohexane-1,3,5-trione C1(CC(CC(C1)=O)=O)=O